tert-butyl 4-(3,5-dibromopyrazol-1-yl)piperidine-1-carboxylate BrC1=NN(C(=C1)Br)C1CCN(CC1)C(=O)OC(C)(C)C